ETHYLSTYRENE CCC1=CC=CC=C1C=C